C(CCCCCC)OC1=CC(=C(C(=O)OC)C(=C1)C)C Methyl 4-(heptyloxy)-2,6-dimethylbenzoate